N[C@](COC1=C(C=C(C=C1)C1=C(C(=NC=C1)NC(OC)=O)F)C#N)(CC(C)C)C (S)-methyl (4-(4-((2-amino-2,4-dimethylpentyl)oxy)-3-cyanophenyl)-3-fluoropyridin-2-yl)carbamate